C(#N)C1=NN(C=C1NC(=O)C=1C=NN2C1N=C(C=C2)N2CCN(CC2)C(=O)OC(C)(C)C)C2CCC(CC2)C=O tert-butyl 4-[3-[[3-cyano-1-(4-formylcyclohexyl)pyrazol-4-yl]carbamoyl]pyrazolo[1,5-a]pyrimidin-5-yl]piperazine-1-carboxylate